1,2-bis(heneicosyl)-sn-glycero-3-phosphocholine C(CCCCCCCCCCCCCCCCCCCC)OC[C@@H](OCCCCCCCCCCCCCCCCCCCCC)COP(=O)([O-])OCC[N+](C)(C)C